Thorium-tungsten [W].[Th]